P(O)(O)(=S)O[C@H]1C[C@@](O[C@@H]1CO)(N1C(=O)NC(=O)C(C)=C1)CCOC methoxyethylthymidine-3'-phosphorothioate